OC1CCC(CC1)C(C)(C)C1CCC(CC1)O 2,2-di(4-hydroxycyclohexyl)propane